C(#N)C=1C=C(OC=2C(=C(C(=CC2)S(=O)(=O)C(F)(F)F)/C=C/C(=O)OCC)C)C=C(C1)F Ethyl (E)-3-(3-(3-cyano-5-fluorophenoxy)-2-methyl-6-((trifluoromethyl)sulfonyl)phenyl)acrylate